C(C)(C)(C)OC(=O)N1[C@@H](C[C@H](CC1)N1N=NC=2C(=NC=3C(=C(C(=CC3C21)C)C2=CC=C1C=NN(C1=C2)C)F)SC)CC#N (2S,4S)-2-(cyanomethyl)-4-(6-fluoro-8-methyl-7-(1-methyl-1H-indazol-6-yl)-4-(methylsulfanyl)-1H-[1,2,3]triazolo[4,5-c]quinolin-1-yl)piperidine-1-carboxylic acid tert-butyl ester